CN(C(=O)C1CCC(CC1)NC1=NC(=NC=C1C(=O)N)NC1CCC(CC1)OC)C 4-((1s,4s)-4-(dimethylcarbamoyl)cyclohexylamino)-2-((1r,4r)-4-methoxycyclohexylamino)pyrimidine-5-carboxamide